COC1=CC=C(CN(C(=O)C2=CC(=NN2)N2[C@@H](COCC2)C)CC(C(F)(F)F)O)C=C1 N-(4-methoxybenzyl)-3-((R)-3-methylmorpholino)-N-(3,3,3-trifluoro-2-hydroxypropyl)-1H-pyrazole-5-carboxamide